[F-].C(CCCC)[NH+]1CC(CC1)CC 1-pentyl-3-ethylpyrrolidinium fluoride